CC(CCCCN)CCCCN 5-methyl-1,9-nonylenediamine